benzyl (3S,4S)-3-(((benzyloxy) carbonyl) amino)-4-hydroxy-4-methylazepan-1-carboxylate C(C1=CC=CC=C1)OC(=O)N[C@H]1CN(CCC[C@]1(C)O)C(=O)OCC1=CC=CC=C1